BrC/C=C/C(=O)N1[C@H](CN(CC1)C=1C2=C(N=C(N1)OC[C@H]1N(CCC1)C)CN(CC2)C2=C(C(=CC=C2)C)C)CC#N 2-[(2S)-1-[(E)-4-bromobut-2-enoyl]-4-[7-(2,3-dimethylphenyl)-2-[[(2S)-1-methylpyrrolidin-2-yl]methoxy]-6,8-dihydro-5H-pyrido[3,4-d]pyrimidin-4-yl]piperazin-2-yl]acetonitrile